FC1=C(C=CC(=C1F)OC)C1=CN=C2N1C=CN=C2NC2=CC(=C(C(=O)N1CCC(CC1)C(=O)NCC(CN1CC(OCC1)C)O)C=C2)C 1-(4-((3-(2,3-difluoro-4-methoxyphenyl)imidazo[1,2-a]pyrazin-8-yl)amino)-2-methylbenzoyl)-N-(2-hydroxy-3-(2-methylmorpholino)propyl)piperidine-4-carboxamide